N(=[N+]=[N-])[C@@H](C(=O)OCC)[C@H]1CC[C@@H](N1C)C(=O)OC(C)(C)C (2R,5R)-tert-butyl 5-((R)-1-azido-2-ethoxy-2-oxoethyl)-1-methylpyrrolidine-2-carboxylate